N1(N=NC2=C1CCCCC2)C2=CC=CC(=N2)N 6-(5,6,7,8-tetrahydrocyclohepta[d][1,2,3]triazol-1(4H)-yl)pyridin-2-amine